(2-furyl)-1-(3-(1-piperazinyl)benzyl)-1H-benzimidazole O1C(=CC=C1)C1=NC2=C(N1CC1=CC(=CC=C1)N1CCNCC1)C=CC=C2